N(N=C1SC2=C(N1CC)C=CC(=C2)S(=O)(=O)O)=C2SC1=C(N2CC)C=CC(=C1)S(=O)(=O)O 2,2'-azinobis(3-ethyl-benzothiazoline-6-sulfonic acid)